Tert-butyl (6-chloro-4-hydroxy-2,3-dihydro-1H-inden-2-yl)carbamate ClC1=CC(=C2CC(CC2=C1)NC(OC(C)(C)C)=O)O